C(C)(C)(C)OC(=O)N[C@@H](CC1=CNC2=CC=CC=C12)C(=O)O (tert-Butoxycarbonyl)-L-tryptophan